Methyl (2R)-3-[4-(2-bromoacetyl)-4-methyl-chroman-8-yl]-2-methyl-propanoate BrCC(=O)C1(CCOC2=C(C=CC=C12)C[C@H](C(=O)OC)C)C